trans-tert-butyl 7-(((methylsulfonyl)oxy)methyl)-3-azabicyclo[4.1.0]heptane-3-carboxylate CS(=O)(=O)OCC1C2CCN(CC12)C(=O)OC(C)(C)C